C(#N)C1(CC1)NS(=O)(=O)C=1C=C(C=2N(C1)C(=NC2)C=2SC(=NN2)C(F)(F)F)N2C[C@H](CC2)O (S)-N-(1-cyanocyclopropyl)-8-(3-hydroxypyrrolidin-1-yl)-3-(5-(trifluoromethyl)-1,3,4-thiadiazol-2-yl)imidazo[1,5-a]pyridine-6-sulfonamide